[[2-[(2S,5R)-2-(2-amino-1,3-benzothiazol-5-yl)-5-methyl-1-piperidyl]-2-oxo-acetyl]amino]pyridine-3-carboxamide NC=1SC2=C(N1)C=C(C=C2)[C@H]2N(C[C@@H](CC2)C)C(C(=O)NC2=NC=CC=C2C(=O)N)=O